ethyl 2-(2-((tert-butoxycarbonyl)amino)acetamido)-3-(2-chloro-4-methyl-6-(trifluoromethyl)pyridin-3-yl)propanoate C(C)(C)(C)OC(=O)NCC(=O)NC(C(=O)OCC)CC=1C(=NC(=CC1C)C(F)(F)F)Cl